5-(1-methyl-1H-benzo[d][1,2,3]triazol-6-yl)-N-(cis-3-morpholinocyclobutyl)pyrrolo[2,1-f][1,2,4]triazin-2-amine CN1N=NC2=C1C=C(C=C2)C=2C=CN1N=C(N=CC12)N[C@@H]1C[C@@H](C1)N1CCOCC1